N1-(4-bromophenyl)-N,N4,N4-triphenylbenzene-1,4-diamine BrC1=CC=C(C=C1)N(C1=CC=C(C=C1)N(C1=CC=CC=C1)C1=CC=CC=C1)C1=CC=CC=C1